BrC=1C=C(C(=C(C=NC(C(=O)O)C(C)C)C1)OC(C(C)C)=O)O 2-(5-bromo-3-hydroxy-2-(isobutyryloxy)benzylideneamino)-3-meth-ylbutanoic acid